CC1=CSC=2N=C(N=C(C21)NC2=CC=CC(=N2)C(C)(C)O)NC2CCC(CC2)N2CCOCC2 2-(6-((5-methyl-2-(((1r,4r)-4-morpholinocyclohexyl)amino)thieno[2,3-d]pyrimidin-4-yl)amino)pyridine-2-yl)propan-2-ol